Ethyl 2-(((2S,5R)-2-(2-acetylhydrazinocarbonyl)-3-methyl-7-oxo-1,6-diazabicyclo[3.2.1]oct-3-en-6-yl) oxy)-2-fluoroacetate C(C)(=O)NNC(=O)[C@H]1N2C(N([C@H](C=C1C)C2)OC(C(=O)OCC)F)=O